1-((2R,4S,5S)-5-acetyl-4-hydroxytetrahydrofuran-2-yl)-5-fluoropyrimidine-2,4(1H,3H)-dione C(C)(=O)[C@@H]1[C@H](C[C@@H](O1)N1C(NC(C(=C1)F)=O)=O)O